N-((5-fluoro-6-((5-(methyl-d3)isoxazol-3-yl)methoxy)-1H-indol-2-yl)methyl)-1-methylcyclopropane-1-carboxamide FC=1C=C2C=C(NC2=CC1OCC1=NOC(=C1)C([2H])([2H])[2H])CNC(=O)C1(CC1)C